3,6-bis(4-(bis(2-hydroxydodecyl)amino)butyl)piperazin-2-ol OC(CN(CCCCC1C(NC(CN1)CCCCN(CC(CCCCCCCCCC)O)CC(CCCCCCCCCC)O)O)CC(CCCCCCCCCC)O)CCCCCCCCCC